IC=1C=C(C(=CC1)C)C 4-iodo-1,2-xylene